(1r,2S,5S)-3-(tert-butoxycarbonyl)-6-oxa-3-azabicyclo[3.1.0]hexane-2-carboxylic acid C(C)(C)(C)OC(=O)N1[C@@H]([C@H]2O[C@H]2C1)C(=O)O